NCCCN(CCCN)C N'-(3-aminopropyl)-N'-methylpropane-1,3-diamine